C(C)(C)C1=C(NC2=CC=C(C=C12)OC1CCN(CC1)CCC)C=1C=C(C=2N(C1)N=CN2)OC 6-(3-Isopropyl-5-((1-propylpiperidin-4-yl)oxy)-1H-indol-2-yl)-8-methoxy-[1,2,4]triazolo[1,5-a]pyridin